BrC=1C(=CC(=NC1)N)OC(C)C 5-Bromo-4-isopropoxypyridin-2-amine